FC(F)(F)S perfluoromethyl mercaptan